C(C)C1=NN(C2=C1C(NCC1(CCOCC1)C2)=O)CC(COC(C2=CC=C(C=C2)C(=O)N2CCCCC2)=O)(C)C 4-(piperidine-1-carbonyl)benzoic acid [3-(3-ethyl-4-oxo-spiro[6,8-dihydro-5H-pyrazolo[4,3-c]azepin-7,4'-tetrahydropyran]-1-yl)-2,2-dimethyl-propyl] ester